2-(4-(2-hydroxyethyl)piperazin-1-yl)nicotinaldehyde OCCN1CCN(CC1)C1=C(C=O)C=CC=N1